methyl 2-[4-[4-[2-chloro-4-[[5-(2,3-difluoro-4-methoxy-phenyl)-1-methyl-imidazole-2-carbonyl]amino]benzoyl]piperazine-1-carbonyl]-1-piperidyl]acetate ClC1=C(C(=O)N2CCN(CC2)C(=O)C2CCN(CC2)CC(=O)OC)C=CC(=C1)NC(=O)C=1N(C(=CN1)C1=C(C(=C(C=C1)OC)F)F)C